N-[5-(7-fluoro-1H-benzimidazol-2-yl)-1-methyl-pyrazol-3-yl]-6-(4-methoxy-1-piperidyl)pyridine-3-carboxamide FC1=CC=CC2=C1NC(=N2)C2=CC(=NN2C)NC(=O)C=2C=NC(=CC2)N2CCC(CC2)OC